benzyl 4-(3-hydroxypropyl)piperidine-1-carboxylate OCCCC1CCN(CC1)C(=O)OCC1=CC=CC=C1